CC(C)C(=O)N(C)C N,N-Dimethylisobutyramide